OCCNC(=O)C1=NN(C=N1)CCCCCCO N-(2-Hydroxyethyl)-1-(6-hydroxyhexyl)-1H-1,2,4-triazole-3-carboxamide